C(=O)[O-].C(CCCCCCCCCCCCCCC)(=O)OC(C)OC(C(=O)OC1CC2CCC(C1)[N+]21CCCC1)(C1=CC=CC=C1)C1=CC=CC=C1 3-(2-(1-(palmitoyloxy)ethoxy)-2,2-diphenylacetoxy)spiro[bicyclo[3.2.1]octane-8,1'-pyrrolidin]-8-ium formate